zinc trihydrate O.O.O.[Zn]